NC1=C(C=CC=C1)C(C(=O)N)CCCCC(=O)NC1=CC=C(C=C1)C=1SC(=CN1)CNC1=CC=CC=C1 (2-aminophenyl)-N7-(4-(5-((phenylamino)methyl)thiazol-2-yl)phenyl)pimelamide